ClC1=CC=C(N=N1)N1C[C@H](CCC1)NC(OC(C)(C)C)=O tert-butyl N-[(3S)-1-(6-chloropyridazin-3-yl)-3-piperidyl]carbamate